O(C1=CC=CC=C1)C1=NC(=NC(=N1)OC1=CC=CC=C1)N(C1=CC=CC=C1)C 4,6-diphenoxy-N-Methyl-N-phenyl-1,3,5-triazin-2-amine